docosahexadecene C=C=C=C=C=C=C=C=C=C=C=C=C=C=C=C=CCCCCC